3-(2-{[1-(2-chloro(3-pyridyl))-isopropyl]amino}pyrimidin-5-yl)-4-fluorobenzamide ClC1=NC=CC=C1C(C)(C)NC1=NC=C(C=N1)C=1C=C(C(=O)N)C=CC1F